OCC(CO)(C)S(=O)(=O)C1(CC1)CN1C(C2=C(CC1)C(=NN2C)C(=O)OC)=O methyl 6-((1-((1,3-dihydroxy-2-methylpropan-2-yl)sulfonyl)cyclopropyl)methyl)-1-methyl-7-oxo-4,5,6,7-tetrahydro-1H-pyrazolo[3,4-c]pyridine-3-carboxylate